1-(5-methoxy-2-methylphenyl)thiourea COC=1C=CC(=C(C1)NC(=S)N)C